NC=1C=C(C=C(C1)Cl)CCN1C(OC(C1=O)C)C=1C(=NN(C1)C1=CC=C(C=C1)Br)C1=CC=C(C=C1)F 3-(3-amino-5-chlorophenyl-ethyl)-2-(1-(4-bromophenyl)-3-(4-fluorophenyl)-1H-pyrazol-4-yl)-5-methyl-oxazolidin-4-one